N-(4-fluoro-5-(((2S,4R)-4-(imidazo[1,2-a]pyridin-7-yloxy)-2-methylpyrrolidin-1-yl)methyl)thiazol-2-yl)acetamide FC=1N=C(SC1CN1[C@H](C[C@H](C1)OC1=CC=2N(C=C1)C=CN2)C)NC(C)=O